COC(=O)C1=CC2=C(N=C(O2)Cl)C=C1 2-chlorobenzo[d]Oxazole-6-carboxylic acid methyl ester